O=C1NC(CCC1C1=C(C=C(C=C1)N1CCC(CC1)C=O)F)=O 1-[4-(2,6-Dioxo-3-piperidyl)-3-fluoro-phenyl]piperidine-4-carbaldehyde